methyl 2-(3-fluoro-5-isopropyl-2-(trifluoromethyl)phenyl)acetate FC=1C(=C(C=C(C1)C(C)C)CC(=O)OC)C(F)(F)F